tert-Butyl (4-(4-((1-(4-((2-(2-(2-aminoethoxy)ethoxy)ethyl)(methyl)carbamoyl)phenyl)-3-(difluoromethyl)-1H-pyrazol-4-yl)carbamoyl)oxazol-2-yl)pyridin-2-yl)(cyclopropylmethyl)carbamate NCCOCCOCCN(C(=O)C1=CC=C(C=C1)N1N=C(C(=C1)NC(=O)C=1N=C(OC1)C1=CC(=NC=C1)N(C(OC(C)(C)C)=O)CC1CC1)C(F)F)C